(3-chloro-4-ethoxy-phenyl)boronic acid ClC=1C=C(C=CC1OCC)B(O)O